4-Amino-1-(3-(2-fluoro-4-(trifluoromethyl)phenyl)pyrrolidin-1-yl)butan-2-ol NCCC(CN1CC(CC1)C1=C(C=C(C=C1)C(F)(F)F)F)O